N1(CCCCC1)CCC[Si](OC)(OC)OC gamma-(N-piperidinyl)propyl-trimethoxysilane